2-(1H-Pyrazol-4-yl)-4-[4-[6-(trifluoromethyl)imidazo[1,2-a]pyridin-3-yl]pyrimidin-2-yl]morpholine N1N=CC(=C1)C1CN(CCO1)C1=NC=CC(=N1)C1=CN=C2N1C=C(C=C2)C(F)(F)F